2-(1-(3-chlorophenyl)-1H-pyrazol-4-yl)-N-(3-(3,3-difluorocyclobutyl)-1H-pyrazol-5-yl)propanamide ClC=1C=C(C=CC1)N1N=CC(=C1)C(C(=O)NC1=CC(=NN1)C1CC(C1)(F)F)C